Nε-cbz-L-Lysine C(=O)(OCC1=CC=CC=C1)NCCCC[C@H](N)C(=O)O